C1(=CC=CC=C1)C1=NC(=NC(=N1)C1=CC(=CC=C1)C1=CC=CC=C1)C1=CC(=CC=C1)B1OC(C(O1)(C)C)(C)C 2-phenyl-4-(3-phenylphenyl)-6-[3-(4,4,5,5-tetramethyl-1,3,2-dioxaborolan-2-yl)phenyl]-1,3,5-triazine